CC(CC(=C=O)CC)[Si](C)(C)C methyl-(trimethylsilyl)diethylketene